zeta-heptanlactam C1(CCCCC(C)N1)=O